FC(S(=O)(=O)OC1=CC=NC2=C(C=C(N=C12)Cl)CN1CCCC1)(F)F 6-chloro-8-(pyrrolidin-1-ylmethyl)-1,5-naphthyridin-4-yl trifluoromethanesulfonate